CC(C)CCCCCCCCCCCCCCCCCCCCCCCCC 2-methyl-heptacosane